O1[C@@H](CC1)CN1C(=NC2=C1C=C(C=C2)C(=O)O)CN2CCN(CC2)C2=NC(=CC=C2)OCN2CCNCC2 (S)-1-(oxetan-2-ylmethyl)-2-((4-(6-((tetrahydro-2H-pyrazin-4-yl)methoxy)pyridin-2-yl)piperazin-1-yl)methyl)-1H-benzo[d]imidazole-6-carboxylic acid